COC=1C=C(C(=O)NC)C=CC1NCC#CC=1N(C2=CC=CC(=C2C1)NC1CCC(CC1)N1CCC(CC1)S(=O)(=O)C)CC(F)(F)F 3-methoxy-N-methyl-4-{[3-(4-{[(1S,4S)-4-(4-methanesulfonylpiperidin-1-yl)cyclohexyl]amino}-1-(2,2,2-trifluoroethyl)-1H-indol-2-yl)prop-2-yn-1-yl]amino}benzamide